Methyl 7-(benzyloxy)-2-(1-methyl-2-oxabicyclo[2.1.1]hexan-4-yl)imidazo[1,2-a]pyridine-6-carboxylate C(C1=CC=CC=C1)OC1=CC=2N(C=C1C(=O)OC)C=C(N2)C21COC(C2)(C1)C